ClC=1N=C(NC1[C@H]1[C@H](CN(CC1)S(=O)(=O)C1=CC=C(N=N1)N)C)C1=NC=C(C=C1)F 6-[[(3R,4R)-4-[4-Chloro-2-(5-fluoro-2-pyridyl)-1H-imidazol-5-yl]-3-methyl-1-piperidyl]sulfonyl]pyridazin-3-amine